iodo-1,6-dimethyl-4-(trifluoromethyl)pyridin-2(1H)-one IC=1C(N(C(=CC1C(F)(F)F)C)C)=O